C(C)(C)C1=C(C=CC=C1)N(C([O-])=O)CCC1=CC=C(C=C1)OCCF 2-isopropylphenyl-(4-(2-fluoroethoxy) phenethyl)carbamate